(3R)-3-[3-(4-[3-Cyano-4-[(1R)-1-(pyridin-2-yl)ethoxy]pyrazolo[1,5-a]pyridin-6-yl]-5-methylpyrazol-1-yl)azetidin-1-yl]pyrrolidine-1-carbonitrile C(#N)C=1C=NN2C1C(=CC(=C2)C=2C=NN(C2C)C2CN(C2)[C@H]2CN(CC2)C#N)O[C@H](C)C2=NC=CC=C2